trans-3-[4-[1-(4-aminocyclohexyl)-4-piperidyl]-3-fluoro-anilino]piperidine-2,6-dione N[C@@H]1CC[C@H](CC1)N1CCC(CC1)C1=C(C=C(NC2C(NC(CC2)=O)=O)C=C1)F